dibenzylidensorbitol C(C1=CC=CC=C1)=C([C@H]([C@H]([C@@H]([C@H](C(O)=CC1=CC=CC=C1)O)O)O)O)O